COC(C(C(=O)NC1=CC(=CC(=C1)Cl)Cl)(OC)F)=O 3-(3,5-Dichloroanilino)-2-fluoro-2-methoxy-3-oxo-propionic acid methyl ester